2-(2-methoxy-4-(4-(tert-butoxycarbonyl)piperazin-1-yl)phenyl)amino-7-methoxy-4-trifluoromethyl-6-quinolinecarboxylic acid COC1=C(C=CC(=C1)N1CCN(CC1)C(=O)OC(C)(C)C)NC1=NC2=CC(=C(C=C2C(=C1)C(F)(F)F)C(=O)O)OC